3-azido-1,3-dinitroazetidine N(=[N+]=[N-])C1(CN(C1)[N+](=O)[O-])[N+](=O)[O-]